COC1=C(C=CC(=C1)OC)C=1N=NN(C1)C=1C=C2CN(C(C2=CC1)=O)C1C(NC(CC1)=O)=O 3-(5-(4-(2,4-dimethoxyphenyl)-1H-1,2,3-triazol-1-yl)-1-oxoisoindolin-2-yl)piperidine-2,6-dione